FC(C=1C(=C(C=CC1)[C@H](C)NC=1C2=C(N=C(N1)C)N=C(C(=C2)C2(CCC(CC2)O)O)OCCF)F)F (1s,4S)-1-(4-(((R)-1-(3-(difluoromethyl)-2-fluorophenyl)ethyl)amino)-7-(2-fluoroethoxy)-2-methylpyrido[2,3-d]pyrimidin-6-yl)cyclohexane-1,4-diol